The molecule is a divalent inorganic anion obtained by removal of both protons from diphosphoric acid. It is a divalent inorganic anion and a diphosphate ion. It is a conjugate base of a diphosphate(1-). It is a conjugate acid of a diphosphate(3-). OP(=O)([O-])OP(=O)(O)[O-]